2-((6-methylpyridin-2-yl)methyl)-6-(phenylsulfonyl)phthalazin-1(2H)-one CC1=CC=CC(=N1)CN1C(C2=CC=C(C=C2C=N1)S(=O)(=O)C1=CC=CC=C1)=O